5-Bromo-3-methoxypyridine-2-carboxylic acid BrC=1C=C(C(=NC1)C(=O)O)OC